ClC1=C(C=[N+](C2=CC=C(C=C12)OC)[O-])C(=O)OCC 4-chloro-3-(ethoxycarbonyl)-6-methoxyquinoline 1-oxide